[(2R,3S,7R)-3-(cyclopropylmethyl)-7-[5-methyl-6-[1-(trifluoromethyl)cyclopropyl]pyrrolo[2,3-b]pyrazin-3-yl]azepan-2-yl]methanol C1(CC1)C[C@H]1[C@@H](N[C@H](CCC1)C1=CN=C2C(=N1)N(C(=C2)C2(CC2)C(F)(F)F)C)CO